CC1=C(C=CC=C1C)C1=NC(=NC=2CCCCC12)N1CC2(CN(C2)C(C=C)=O)CC1 1-(6-(4-(2,3-dimethylphenyl)-5,6,7,8-tetrahydro-2-quinazolinyl)-2,6-diazaspiro[3.4]octan-2-yl)-2-propen-1-one